(7R)-2-{2-[1-(Cyclopropylmethyl)-6-(morpholin-4-yl)-1H-indol-2-yl]-3-methylpyrazolo[1,5-a]pyridine-6-carbonyl}-2-azabicyclo[2.2.1]heptan-7-amine C1(CC1)CN1C(=CC2=CC=C(C=C12)N1CCOCC1)C1=NN2C(C=CC(=C2)C(=O)N2C3CCC(C2)[C@H]3N)=C1C